[Si](C)(C)(C(C)(C)C)NS(=O)(=NC(NC1=C2C(=NC(=C1C)C(F)(F)F)CCC2C)=O)C2=NN(C=C2F)CC N-(tert-butyldimethylsilyl)-N'-((3,5-dimethyl-2-(trifluoromethyl)-6,7-dihydro-5H-cyclopenta[b]pyridin-4-yl)carbamoyl)-1-ethyl-4-fluoro-1H-pyrazole-3-sulfonimidamide